CC1=CC2=C(N(C=N2)C(=C(CC(O)C2=CC=CC=C2)C2=CC=CC=C2)F)C=C1C 4-(5,6-dimethyl-1H-benzoimidazol-1-yl)-4-fluoro-1,3-diphenylbut-3-en-1-ol